FC=1C(=C(C=C(C1)F)C1CCN(CC1)C(=O)C1=NNC=2CN(CCC21)CC(F)(F)F)C(F)(F)F (4-(3,5-difluoro-2-(trifluoromethyl)phenyl)piperidin-1-yl)(6-(2,2,2-trifluoroethyl)-4,5,6,7-tetrahydro-1H-pyrazolo[3,4-c]pyridin-3-yl)methanone